sodium-calcium silicon [Si].[Ca].[Na]